7-(5-{3-[(3-fluorophenyl)methyl]piperidine-1-carbonyl}-6-methoxypyridin-3-yl)-[1,2,4]triazolo[1,5-a]pyridin-2-amine FC=1C=C(C=CC1)CC1CN(CCC1)C(=O)C=1C=C(C=NC1OC)C1=CC=2N(C=C1)N=C(N2)N